[Cl-].[Cl-].C[Si](=[Zr+2](C1C(=CC2=C(C=CC=C12)C(C)C)C)C1C(=CC2=C(C=CC=C12)C(C)C)C)C dimethylsilanediylbis(2-methyl-4-isopropylindenyl)zirconium dichloride